C12C=CC(C#C1)C2 bicyclo[2.2.1]heptyn-2-ene